BrC=1C(=NC=NC1CC)CC 5-bromo-4,6-diethylpyrimidine